2,6-dinitrovanillin [N+](=O)([O-])C1=C(C=O)C(=CC(=C1OC)O)[N+](=O)[O-]